BrC=1C=C2CCC(C2=C(C1)F)N1CCC(CC1)C(=O)OC methyl 1-(5-bromo-7-fluoro-indan-1-yl)piperidine-4-carboxylate